COC=1C=C(C=CC1)CNC(=O)N1CC=2CN(CC2C1)S(=O)(=O)C=1C=NC=CC1 N-[(3-methoxyphenyl)methyl]-5-(pyridine-3-sulfonyl)-1H,2H,3H,4H,5H,6H-pyrrolo[3,4-c]pyrrole-2-carboxamide